(3S,4R)-N-(isoquinolin-5-ylmethyl)-4-phenylpyrrolidine-3-carboxamide dihydrochloride Cl.Cl.C1=NC=CC2=C(C=CC=C12)CNC(=O)[C@@H]1CNC[C@H]1C1=CC=CC=C1